(E)-N-(4-fluorophenyl)-4-((2-nicotinoylhydrazono)methyl)benzamide FC1=CC=C(C=C1)NC(C1=CC=C(C=C1)/C=N/NC(C1=CN=CC=C1)=O)=O